1,8-diisocyanato-4-isocyanatomethyloctane N(=C=O)CCCC(CCCCN=C=O)CN=C=O